OC1C[C@@H](N([C@@H](C1)C)C(=O)OC(C)(C)C)C tert-butyl (2S,6R)-4-hydroxy-2,6-dimethyl-piperidine-1-carboxylate